2-(p-toluenesulfonyl)isoindole-1,3-dione CC1=CC=C(C=C1)S(=O)(=O)N1C(C2=CC=CC=C2C1=O)=O